N1C(=CC=2C=NC=CC21)CNC(CN2C(=NC=C(C2=O)NCCCC2=CC=C(C=C2)C2(COC2)F)C2=CC=CC=C2)=O N-((1H-pyrrolo[3,2-c]pyridine-2-yl)methyl)-2-(5-((3-(4-(3-fluorooxetan-3-yl)phenyl)propyl)amino)-6-oxo-2-phenylpyrimidin-1(6H)-yl)acetamide